1-((3R,4R)-1-([1,1'-biphenyl]-4-ylmethyl)-4-(cyanomethyl)-3-fluoropiperidin-4-yl)-3-(cyclopropanecarboxamido)-1H-pyrazole-4-carboxamide C1(=CC=C(C=C1)CN1C[C@H]([C@@](CC1)(CC#N)N1N=C(C(=C1)C(=O)N)NC(=O)C1CC1)F)C1=CC=CC=C1